2-octylmercapto-4,6-bis(3,5-di-tert-butyl-4-hydroxy-anilino)-1,3,5-triazine C(CCCCCCC)SC1=NC(=NC(=N1)NC1=CC(=C(C(=C1)C(C)(C)C)O)C(C)(C)C)NC1=CC(=C(C(=C1)C(C)(C)C)O)C(C)(C)C